carboxychloride compound with 4-propynyloxybenzylamine C(#CC)OC1=CC=C(CN)C=C1.C(=O)(O)Cl